(R)-(1-(3-(5-(2-cyano-3-(dimethylamino)-3-oxoprop-1-en-1-yl)-2-fluorophenoxy)propaneAmido)-2-phenylethyl)boronic acid C(#N)C(=CC=1C=CC(=C(OCCC(=O)N[C@@H](CC2=CC=CC=C2)B(O)O)C1)F)C(=O)N(C)C